C1N(CCC2=CC=CC=C12)C[C@H](CN1C(N(CC1)CC1=CC=C(C=N1)N1CCCCC1)=O)O (R)-1-(6-((3-(3-(3,4-dihydroisoquinolin-2(1H)-yl)-2-hydroxypropyl)-2-oxoimidazolidin-1-yl)methyl)pyridin-3-yl)piperidine